FC(C1=CC(=C(C#N)C=C1)F)(F)F 4-Trifluoromethyl-2-fluorobenzonitrile